3-ethylbutan-1-ol C(C)C(CCO)C